C(C1=CC=CC=C1)N(C(CO)=O)C1=C(C=CC=C1)NC(C1=C(C(=C(C(=C1F)F)F)F)F)=O N-(2-(N-benzyl-2-hydroxyacetamido)phenyl)-2,3,4,5,6-pentafluorobenzamide